2,4,6-tricarbonyl-resorcinol C(=O)=C1C(O)C(CC(C1O)=C=O)=C=O